ethyl 5-bromo-7-(((tert-butoxycarbonyl)(2,2,2-trifluoroethyl)amino)methyl)benzofuran-3-carboxylate BrC=1C=C(C2=C(C(=CO2)C(=O)OCC)C1)CN(CC(F)(F)F)C(=O)OC(C)(C)C